3-((4-(trifluoromethoxy)benzyl)oxy)azetidine trifluoroacetate FC(C(=O)O)(F)F.FC(OC1=CC=C(COC2CNC2)C=C1)(F)F